(S)-4-(4-fluorobenzyl)-N-(7-((2-hydroxyspiro[3.3]heptan-2-yl)ethynyl)-5-methyl-4-oxo-2,3,4,5-tetrahydrobenzo[b][1,4]oxazepin-3-yl)-1H-pyrazole-1-carboxamide FC1=CC=C(CC=2C=NN(C2)C(=O)N[C@@H]2C(N(C3=C(OC2)C=CC(=C3)C#CC3(CC2(C3)CCC2)O)C)=O)C=C1